8-methoxy-1,4-dioxaspiro[4.5]decane-8-carboxylic acid methyl ester COC(=O)C1(CCC2(OCCO2)CC1)OC